3,3',5,5'-tetramethylbenzidineOne CC=1C=C(C=C(C1N=O)C)C1=CC(=C(N)C(=C1)C)C